1-(4-((6-chlorothiazolo[4,5-c]pyridin-2-yl)amino)-piperidin-1-yl)ethanone ClC1=CC2=C(C=N1)N=C(S2)NC2CCN(CC2)C(C)=O